C(\C=C\C(=O)[O-])(=O)OC1(CCCCC1)C1CCC(CC1)C(C)C (4-isopropylcyclohexyl)cyclohexyl fumarate